3-(1-acryloylpyrrolidin-3-yl)-7-amino-1-(4-phenoxyphenyl)-1,5-dihydro-4H-pyrrolo[2,3-d]pyridazin-4-one C(C=C)(=O)N1CC(CC1)C1=CN(C=2C(=NNC(C21)=O)N)C2=CC=C(C=C2)OC2=CC=CC=C2